(3-(5-(2-ethyl-1H-benzo[d]imidazol-1-yl)naphthalene-1-yl)phenyl)boronic acid C(C)C1=NC2=C(N1C1=C3C=CC=C(C3=CC=C1)C=1C=C(C=CC1)B(O)O)C=CC=C2